C(C)(C)C1=CC=C(C=C2C(NC3=CC=CC=C23)=O)C=C1 3-(4-isopropylbenzylidene)-indolin-2-one